FC1=C(C=CC(=C1)F)C1=CC=NC2=C([N+](CC=C12)=O)C1=C(C=CC=C1)C 4-(2,4-difluorophenyl)-8-(2-methylphenyl)-7-oxo-1,7-naphthyridin-7-ium